FC1=C(OCC2CN(C2)C(=O)OC(C)(C)C)C=CC(=C1)C(F)(F)F tert-butyl 3-((2-fluoro-4-(trifluoromethyl)phenoxy)methyl)azetidine-1-carboxylate